C(C)(C)(C)OC(=O)N1C[C@@H]([C@@H](C1)F)N (3s,4r)-3-amino-4-fluoro-pyrrolidine-1-carboxylic acid tert-butyl ester